O=C1OC2=C(N1CC(=O)O)C=CC=C2 (2-oxo-1,3-benzoxazol-3(2H)-yl)acetic acid